FC(C1=NNC=C1N=C(C1=CC=CC=C1)C1=CC=CC=C1)F 3-(difluoromethyl)-4-((diphenylmethylene)amino)-1H-pyrazole